C(C)(C)(C)OC(=O)N1CC(NCC1)COC=1C(=NC(=C(C(=O)O)C1)N1C(CCC1)(C)C)Cl ((4-(tert-butoxycarbonyl)piperazin-2-yl)methoxy)-6-chloro-2-(2,2-dimethylpyrrolidin-1-yl)nicotinic acid